ClC=1C=CC(=C(C1)CC(=O)NC1=CC(=NC=C1)C(=O)NC1(CCC1)C)O 4-[[2-(5-chloro-2-hydroxy-phenyl)acetyl]amino]-N-(1-methylcyclobutyl)pyridine-2-carboxamide